BrC1=NC=2C=C(C=CC2C2=C1COC2)CBr 4-bromo-7-(bromo-methyl)-1H,3H-furo[3,4-c]quinoline